O1CC1 monooxirane